tert-butyl 9-bromo-7-chloro-6-fluoro-1,3,4,5-tetrahydropyrido[4,3-b]indole-2-carboxylate BrC=1C=2C3=C(NC2C(=C(C1)Cl)F)CCN(C3)C(=O)OC(C)(C)C